1-[3-(4-Bromo-2-methyl-2H-pyrazol-3-yl)-4-methoxyphenyl]-3-(2,2-difluoro-benzo[1,3]dioxol-5-yl)-urea BrC1=C(N(N=C1)C)C=1C=C(C=CC1OC)NC(=O)NC1=CC2=C(OC(O2)(F)F)C=C1